1-(4-hydroxytetrahydrofuran-3-yl)-1H-pyrrole-3-carboxylic acid methyl ester COC(=O)C1=CN(C=C1)C1COCC1O